(R)-4-(1-(4-phenyl-1-(4-(trifluoromethyl)benzyl)-1H-indol-7-amido)ethyl)benzoic acid C1(=CC=CC=C1)C1=C2C=CN(C2=C(C=C1)C(=O)N[C@H](C)C1=CC=C(C(=O)O)C=C1)CC1=CC=C(C=C1)C(F)(F)F